1-(1,3-Bis(palmitoyloxy)propan-2-yl) 10-(4-(((tert-butyldimethylsilyl)oxy)methyl)-phenyl) decanedioate C(CCCCCCCCC(=O)OC1=CC=C(C=C1)CO[Si](C)(C)C(C)(C)C)(=O)OC(COC(CCCCCCCCCCCCCCC)=O)COC(CCCCCCCCCCCCCCC)=O